BrCCCOC1=CC(=C(C=O)C=C1)Cl 4-(3-bromopropoxy)-2-chlorobenzaldehyde